C1(CC1)OCC\N=C\C1=C(C=C(C=C1)C(F)(F)F)O (E)-2-(((2-cyclopropyloxyethyl)imino)methyl)-5-(trifluoromethyl)phenol